FC(C=1C=C(C=CC1)C=1C=C(OC1C)C(=O)O)(F)F 4-(3-(trifluoromethyl)phenyl)-5-methylfuran-2-carboxylic acid